C(#N)C1=CC=C(OC(C(=O)NC=2SC3=C(N2)C=C(C(=C3)OC)OC)C3=CC=C(C=C3)C(=O)N3CCN(CC3)C)C=C1 2-(4-Cyano-phenoxy)-N-(5,6-dimethoxy-benzothiazol-2-yl)-2-[4-(4-methyl-piperazine-1-carbonyl)-phenyl]-acetamide